4-amino-4'-nitrostilbene-2,2'-disulfonic acid disodium salt [Na+].[Na+].NC=1C=C(C(=CC1)C=CC=1C(=CC(=CC1)[N+](=O)[O-])S(=O)(=O)[O-])S(=O)(=O)[O-]